(2-(5-bromothiophen-2-yl)ethyl)-2,4-dihydro-3H-1,2,4-triazol-3-one BrC1=CC=C(S1)CCN1N=CNC1=O